C(CCCC[C@@H]1SC[C@@H]2NC(=O)N[C@H]12)(=O)OSOC(CCCC[C@@H]1SC[C@@H]2NC(=O)N[C@H]12)=O biotinoxysulfide